C1(CCCC1)C(C(C(=C)C)(C)C)=O 1-cyclopentyl-2,2,3-trimethylbut-3-en-1-one